C(C)(C)(C)OCOCOC(C)(C)C t-butoxymethyl ether